spiro[cyclopropane-1,2'-indene]-1',3'-dione C1(C2(C(C3=CC=CC=C13)=O)CC2)=O